NC1=NC(=CC(=N1)C1=CC(N(C=C1)CC1=CC=CC=C1)=O)C1=CC(=CC=C1)OC(F)(F)F 4-(2-amino-6-(3-(trifluoromethoxy)phenyl)pyrimidin-4-yl)-1-benzylpyridin-2(1H)-one